FC1=C(C(=C(C=C1OC)OC)F)C=1N=C(C2=C(N1)C=NC(=C2)N[C@H]2[C@H](COC2)NC(C=C)=O)N2CCOCC2 N-((3R,4S)-4-((2-(2,6-difluoro-3,5-dimethoxyphenyl)-4-morpholinopyrido[3,4-d]pyrimidin-6-yl)amino)tetrahydrofuran-3-yl)acrylamide